[C@H]12C[C@@H]([C@@H](CC1)O2)NC(=O)C=2N=NC=CC2 N-((1R,3S,4R)-7-oxabicyclo[2.2.1]heptan-3-yl)pyridazine-3-carboxamide